COC1=CC(=NC2=CC(=CC=C12)C1COC1)C1=CC=C(C=C1)C(F)(F)F 3-(4-methoxy-2-(4-(trifluoromethyl)phenyl)quinolin-7-yl)oxetan